Tert-butyl (2-bromophenyl)(2-iodophenyl)carbamate BrC1=C(C=CC=C1)N(C(OC(C)(C)C)=O)C1=C(C=CC=C1)I